BrC=1SC(=NN1)C 2-bromo-5-methyl-1,3,4-thiadiazole